2-[5-[[(3,4-dimethylpyrimidino[4',5':4,5]thieno[2,3-c]pyridazin-8-yl)amino]methyl]-2-fluoro-phenyl]propan-2-ol CC1=C(C2=C(N=N1)SC1=C2N=CN=C1NCC=1C=CC(=C(C1)C(C)(C)O)F)C